ClC=1C=C(C(=NC1)OC)N1N=C(N=C1)C(=O)[O-].[Na+] sodium 1-(5-chloro-2-methoxy-3-pyridinyl)-1,2,4-triazole-3-carboxylate